thioureido-valine N(C(=S)N)N[C@@H](C(C)C)C(=O)O